N-(3-(2-(difluoromethoxy)-5-fluorophenyl)-1-(2-hydroxy-2-methylpropyl)-1H-pyrazol-4-yl)pyrazolo[1,5-a]pyrimidine-3-carboxamide FC(OC1=C(C=C(C=C1)F)C1=NN(C=C1NC(=O)C=1C=NN2C1N=CC=C2)CC(C)(C)O)F